(1H-pyrazol-4-yl)N-methylbenzenesulfonamide N1N=CC(=C1)C1=C(C=CC=C1)S(=O)(=O)NC